2-(4-Fluorophenyl)-3-(pyrimidin-2-yl)-1,3-thiazolidin-4-one FC1=CC=C(C=C1)C1SCC(N1C1=NC=CC=N1)=O